6,11-dihydroxy-5,12-naphthacenedione OC1=C2C(C=3C=CC=CC3C(C2=C(C2=CC=CC=C12)O)=O)=O